8-Methoxy-3-methyl-[1,2,4]triazolo[3,4-a]phthalazine COC=1C=C2C=NN3C(C2=CC1)=NN=C3C